C1=C(C=CC2=CC=CC=C12)OCCCC(=O)NC1=C(C(=O)NC=2C=C(C(=O)O)C=CC2)C=CC=C1 3-(2-(4-(Naphthalene-2-oxy)butyrylamino)benzoylamino)benzoic acid